BrC=1C(=C(C(=CC1)F)[C@H]1CC=2N(C(NC2CC(=O)OCC)=S)C1)F Ethyl (R)-2-(6-(3-bromo-2,6-difluorophenyl)-3-thioxo-2,5,6,7-tetrahydro-3H-pyrrolo[1,2-c]imidazol-1-yl)acetate